OCC1CCC(CC1)C=1N=C2N(C=C(C(=C2)OC(C)C)C(=O)NC=2C(N(C=CC2)[C@H]2[C@H](C2)F)=O)C1 2-[4-(hydroxymethyl)cyclohexyl]-7-isopropoxy-N-[2-oxo-1-[(1R,2S)-2-fluorocyclopropyl]-3-pyridyl]imidazo[1,2-a]pyridine-6-carboxamide